Cl.N1(C(C=CC=C1)=O)C=1C=NC=CC1 2H-[1,3'-bipyridin]-2-one hydrochloride